FC(C1(CC(=CC=C1C(=O)O)C1=CC=C(C=C1)C(=O)O)C(F)(F)F)(F)F 3,3-bis(trifluoromethyl)-4,4'-biphenyldicarboxylic acid